C(=CC=CC=CCCCCCCCCCCCCCC)OCC(OC(C=CC=CCCCCCCCCCCCCC)=O)CO 1-(8Z,11Z,14Z-eicosatrienyl)-2-(9Z,12Z-octadecadienoyl)-glycerol